C1(CC1)C1=NC=CC(=C1)C1=NC=2[C@]3([C@H](CCC2C(=N1)C1=C(C=CC=C1)F)[C@H](C(C(=C3)C#N)=O)C)C (6aR,7R,10aS)-2-(2-cyclopropylpyridin-4-yl)-4-(2-fluorophenyl)-7,10a-dimethyl-8-oxo-5,6,6a,7,8,10a-hexahydrobenzo[h]quinazoline-9-carbonitrile